2-fluoro-2-(pyridin-2-ylsulfonyl)acetamide Benzyl-2-(3-chloro-4-cyanophenyl)-4-oxopiperidine-1-carboxylate C(C1=CC=CC=C1)OC(=O)N1C(CC(CC1)=O)C1=CC(=C(C=C1)C#N)Cl.FC(C(=O)N)S(=O)(=O)C1=NC=CC=C1